CN(CCCOC1=CC=C(C=N1)C1=C(C=C2N=CC=3N(C(N4[C@H](COC1=C2C34)C)=O)C)F)C (S)-7-(6-(3-(dimethylamino)propoxy)pyridin-3-yl)-6-fluoro-2,10-dimethyl-9,10-dihydro-8-oxa-2,4,10a-triazanaphtho[2,1,8-cde]azulen-1(2H)-one